(4-Methoxybenzyl)-2-methyl-6-(7-methyl-1-((trifluoromethyl)sulfonyl)-1,5,6,7,8,9-hexaHydroimidazo[4',5':4,5]benzo[1,2-d]azepin-2-yl)thieno[3,2-b]pyridin-5(4H)-one COC1=CC=C(CC2=C(SC3=C2NC(C(=C3)C=3N(C=2C(=CC4=C(CCN(CC4)C)C2)N3)S(=O)(=O)C(F)(F)F)=O)C)C=C1